CC1=C(C=2N(N=C1N1CC=3C=C(C=NC3CC1)C#N)C=NN2)C 6-(7,8-dimethyl-[1,2,4]triazolo[4,3-b]pyridazin-6-yl)-7,8-dihydro-5H-1,6-naphthyridine-3-carbonitrile